2,5-bis(t-butylperoxy)-3-hexyne C(C)(C)(C)OOC(C)C#CC(C)OOC(C)(C)C